tri(triethylsilyl) phosphate P(=O)(O[Si](CC)(CC)CC)(O[Si](CC)(CC)CC)O[Si](CC)(CC)CC